FC(F)F Trifluoromethan